N'-(2,2,2-trifluoro-1-methyl-ethyl)benzoyl-hydrazine tert-butyl-(4-(3-((4-methyl-3-(trifluoromethyl)phenyl)carbamoyl)pyridin-2-yl)phenyl)carbamate C(C)(C)(C)N(C(O)=O)C1=CC=C(C=C1)C1=NC=CC=C1C(NC1=CC(=C(C=C1)C)C(F)(F)F)=O.FC(C(C)NNC(C1=CC=CC=C1)=O)(F)F